CC=1N=CC(=NC1C)CC1=C(C#N)C=CC=C1 2-((5,6-dimethylpyrazin-2-yl)methyl)benzonitrile